N1=CC=CC2=CC=C3C=CC=NC3=C12.[Tb] terbium phenanthroline